N,N-bisboc-thiourea C(=O)(OC(C)(C)C)N(C(=S)N)C(=O)OC(C)(C)C